C[C@@H]1COCCN1C1=CC(=C2C(=N1)C(=NS2)C2=CC=NN2)C2(CC2)C#N (R)-1-(5-(3-methylmorpholino)-3-(1H-pyrazol-5-yl)isothiazolo[4,5-b]pyridin-7-yl)cyclopropane-1-carbonitrile